(3S)-1-[5-[5-[(1R)-1-(3,5-dichloro-2-methyl-4-pyridyl)ethoxy]-6-methoxy-1H-indazol-3-yl]-2-pyridyl]pyrrolidin-3-ol ClC=1C(=NC=C(C1[C@@H](C)OC=1C=C2C(=NNC2=CC1OC)C=1C=CC(=NC1)N1C[C@H](CC1)O)Cl)C